N1=CC(=CC=C1)CNC(=O)C=1C=C2C=CNC2=CC1 N-(pyridin-3-ylmethyl)-1H-indole-5-carboxamide